[N+](=O)([O-])C1=C(C(=O)O)C=CC=C1 o-nitrobenzoic acid